C1=CC=CC2=C3C(N=C12)=C1NC2=CC=CC=C2C1=CC=N3 12H-Azepino[3,2-b:4,5-b']diindole